C(C)(=O)C1=CC=C(C=C1)NC(C(=C)C)=O N-(4-acetylphenyl)methacrylamide